D-glucosyliron C1([C@H](O)[C@@H](O)[C@H](O)[C@H](O1)CO)[Fe]